3-(1-Isopropyl-1H-pyrazol-4-yl)-N-((trans-4-(5-methoxy-6-methylpyridin-2-yl)cyclohexyl)methyl)aniline C(C)(C)N1N=CC(=C1)C=1C=C(NC[C@@H]2CC[C@H](CC2)C2=NC(=C(C=C2)OC)C)C=CC1